N1N=NC=2C1=N[CH2+]=[C-]N2 [1,2,3]triazolo[4,5-b]pyrazin-6-ium-5-ide